iron tetra(4-hydroxyphenyl)porphyrin OC1=CC=C(C=C1)C1=C2C=CC(C(=C3C=CC(=C(C=4C=CC(=C(C5=CC=C1N5)C5=CC=C(C=C5)O)N4)C4=CC=C(C=C4)O)N3)C3=CC=C(C=C3)O)=N2.[Fe]